5-(7-Chloroimidazo[1,2-a]pyridin-2-yl)-4-(3-morpholinopropyl)-2,4-dihydro-3H-1,2,4-triazole-3-thione ClC1=CC=2N(C=C1)C=C(N2)C=2N(C(NN2)=S)CCCN2CCOCC2